[Al]#[As] aluminum arsenide